(4-(8-methoxy-2-methyl-4-oxoquinazolin-3(4H)-yl)phenyl)thioacetamide ethyl-2-((8-chloro-6-(3-iodophenyl)-3,6-dimethyl-7-oxooctyl)sulfonyl)acetate C(C)OC(CS(=O)(=O)CCC(CCC(C(CCl)=O)(C)C1=CC(=CC=C1)I)C)=O.COC=1C=CC=C2C(N(C(=NC12)C)C1=CC=C(C=C1)CC(=S)N)=O